ClC=1C=C(C(=NC1)OC)S(=O)(=O)NC1=C(C(=CC=C1)C1=CC2=C(N=C(N=C2)N[C@H]2CNC(C2)=O)N(C1=O)C)F (R)-5-chloro-N-(2-fluoro-3-(8-methyl-7-oxo-2-((5-oxopyrrolidin-3-yl)amino)-7,8-dihydropyrido[2,3-d]pyrimidin-6-yl)phenyl)-2-methoxypyridine-3-sulfonamide